CNC1CCN(CC1)C1=CC=C(NC2C(NC(CC2)=O)=O)C=C1 3-[4-[4-(methylamino)-1-piperidinyl]anilino]piperidine-2,6-dione